COC(=O)C1=CC=C(C=C1)[C@@H]1C=C(CCN1C(=O)OCC1=CC=CC=C1)C=1C=NNC1 benzyl (S)-6-(4-(methoxycarbonyl) phenyl)-4-(1H-pyrazol-4-yl)-3,6-dihydropyridine-1(2H)-carboxylate